3-(3-fluoro-2-{[4-(4-methylphenyl)piperidine-1-carbonyl]amino}phenyl)-2,5-dihydro-1H-pyrrole-1-carboxylic acid tert-butyl ester C(C)(C)(C)OC(=O)N1CC(=CC1)C1=C(C(=CC=C1)F)NC(=O)N1CCC(CC1)C1=CC=C(C=C1)C